CC1OC(CN(C1)C1=C(C=C(C=N1)N)C)C 6-(2,6-dimethylmorpholino)-5-methylpyridin-3-amine